C/C(/CCC(=O)OCCCOC(=O)OC1=CC=C(C=C1)[N+](=O)[O-])=C\CC\C(=C\CC\C=C(\CC\C=C(\CCC=C(C)C)/C)/C)\C 3-(((4-nitrophenoxy)carbonyl)oxy)propyl (4E,8E,12E,16E)-4,8,13,17,21-pentamethyldocosa-4,8,12,16,20-pentaenoate